2-(5-methoxy-1H-indol-3-yl)-N,N-dimethylethan-1-amine-1,1-d2 dimethylaminoethyl-α-allyloxymethylacrylate CN(C)CCOC(C(=C)COCC=C)=O.COC=1C=C2C(=CNC2=CC1)CC(N(C)C)([2H])[2H]